C1=CC(=CC=C1/C=C/C2=CC(=C(C=C2)/C=C/C3=CC=C(C=C3)O)Br)O The molecule is an organobromine compound that is bromobenzene in which the hydrogens at positions 2 and 5 are replaced by 4-hydroxystyryl groups. It has a role as a fluorescent dye. It is an organobromine compound and a polyphenol.